(2,4-dimethylpentadienyl)(ethylcyclopentadienyl)ruthenium CC[C-]1C=CC=C1.CC(=CC(=[CH-])C)C.[Ru+2]